CC1(CN(C1)C1=CC(=NC=C1)N1N=CC(=C1)S(=O)(=O)NC=1C(=CC=C2C=NN(C12)C)OC)C 1-[4-(3,3-dimethylazetidin-1-yl)pyridin-2-yl]-N-(6-methoxy-1-methylindazol-7-yl)pyrazole-4-sulfonamide